3-((7-(5-fluoro-2-(((S)-pyrrolidin-3-yl)oxy)pyridin-3-yl)thieno[3,2-b]pyridin-2-yl)methyl)-6,6-dimethyl-3-azabicyclo[3.1.0]hexane-2,4-dione FC=1C=C(C(=NC1)O[C@@H]1CNCC1)C1=C2C(=NC=C1)C=C(S2)CN2C(C1C(C1C2=O)(C)C)=O